POTASSIUM BROMOSULFAMATE BrNS([O-])(=O)=O.[K+]